3-isopropyl-5-(4-(((6-(4-(methylsulfonyl)phenyl)imidazo[2,1-b][1,3,4]thiadiazol-2-yl)oxy)methyl)piperidin-1-yl)-1,2,4-oxadiazol C(C)(C)C1=NOC(=N1)N1CCC(CC1)COC1=NN2C(S1)=NC(=C2)C2=CC=C(C=C2)S(=O)(=O)C